4-(2-((1-(1-(2-Hydroxyacetyl)piperidin-4-yl)-1H-pyrazol-4-yl)amino)-5-methylpyrimidin-4-yl)benzoic Acid OCC(=O)N1CCC(CC1)N1N=CC(=C1)NC1=NC=C(C(=N1)C1=CC=C(C(=O)O)C=C1)C